FC(F)(F)SCC ethyl (trifluoromethyl) sulfide